5-((Isobutylamino)methyl)-N-(3-(5-(4-methyl-4H-1,2,4-triazol-3-yl)spiro[2.3]hexan-5-yl)phenyl)-2-oxo-1-(2,2,2-trifluoroethyl)-1,2-dihydropyridine-3-carboxamide C(C(C)C)NCC=1C=C(C(N(C1)CC(F)(F)F)=O)C(=O)NC1=CC(=CC=C1)C1(CC2(CC2)C1)C1=NN=CN1C